(2S)-2-[[(2S)-2-amino-3-[4-[(2S,3R,4S,5S,6R)-3,4,5-trihydroxy-6-(hydroxymethyl)oxan-2-yl]oxyphenyl]propanoyl]amino]-3-(3,4-dihydroxyphenyl)propanoic acid N[C@H](C(=O)N[C@H](C(=O)O)CC1=CC(=C(C=C1)O)O)CC1=CC=C(C=C1)O[C@@H]1O[C@@H]([C@H]([C@@H]([C@H]1O)O)O)CO